diallyl-methylethylethylammonium sulfate S(=O)(=O)([O-])[O-].C(C=C)C(C)([NH+](CC)C)CC=C.C(C=C)C(C)(CC=C)[NH+](C)CC